FC1(S(NS(C(C1(F)F)(F)F)(=O)=O)(=O)=O)F 4,4,5,5,6,6-hexafluorodihydro-4H-1,3,2-dithiazine 1,1,3,3-tetraoxide